7-Fluoro-1,4,4,9-tetramethyl-8-(3-methyl-1H-indazol-7-yl)-5H-[1,2,4]triazolo[4,3-a]quinoxaline FC=1C=C2NC(C=3N(C2=C(C1C=1C=CC=C2C(=NNC12)C)C)C(=NN3)C)(C)C